COC1(CCC(CC1)(C)OC)C1=CC=C(C=C1)B1OC(C(O1)(C)C)(C)C 2-(4-(1,4-dimethoxy-4-methylcyclohexyl)phenyl)-4,4,5,5-tetramethyl-1,3,2-dioxaborolane